methyl-1,2,4-triazol CC1=NNC=N1